3-{[2-(4-isopropylphenyl)imidazo[1,2-a]pyridin-3-yl]methyl}-3,8-diazabicyclo[3.2.1]octane-8-carboxylic acid tert-butyl ester C(C)(C)(C)OC(=O)N1C2CN(CC1CC2)CC2=C(N=C1N2C=CC=C1)C1=CC=C(C=C1)C(C)C